imidazotriazinedione N1=NNC(C=2C1=NC(N2)=O)=O